NC1=C(C=C(C=N1)NC(C(=O)N1[C@H](CC[C@@H](C1)C)C1=NN(C=C1)C1=NNC=C1)=O)C N-(6-amino-5-methyl-3-pyridyl)-2-[(2R,5S)-5-methyl-2-[1-(1H-pyrazol-3-yl)pyrazol-3-yl]-1-piperidyl]-2-oxo-acetamide